1',1',5',5'-Tetramethylhexahydro-spiro[1,3-dioxolane-2,8'(5'H)-2H-2,4a-methanonaphthalene] CC1(C2CCC3(C(CCC4(C13)OCCO4)(C)C)C2)C